N-(4-bromo-2-methylphenyl)-5-hydroxy-1-(4-methoxy-benzyl)-1H-1,2,3-triazole-4-carboxamide BrC1=CC(=C(C=C1)NC(=O)C=1N=NN(C1O)CC1=CC=C(C=C1)OC)C